COC1=CC=C(COC=2C(C=C(OC2)CP(OCC)(OCC)=O)=O)C=C1 diethyl ((5-((4-methoxybenzyl)oxy)-4-oxo-4H-pyran-2-yl)methyl)phosphonate